1-methoxy-3-methyl-6-(1,1-dioxo-8-(trifluoromethyl)thiochroman-5-yl)-7-oxa-3,4-diazabicyclo[4.1.0]hept-4-en-2-one COC12C(N(N=CC2(O1)C1=C2CCCS(C2=C(C=C1)C(F)(F)F)(=O)=O)C)=O